FC(C(C1=CC=C(C=C1)F)NS(=O)(=O)C=1C=CC2=C(S(CC2)(=O)=O)C1)(F)F N-(2,2,2-trifluoro-1-(4-fluorophenyl)ethyl)-2,3-dihydrobenzo[b]thiophene-6-sulfonamide 1,1-dioxide